C(C)(C)OC=1C=CC(=NC1)C1=NSC(=N1)NC1=NC=CC=C1N1CCCC1 3-(5-isopropoxypyridin-2-yl)-N-(3-(pyrrolidin-1-yl)pyridin-2-yl)-1,2,4-thiadiazol-5-amine